6-(1,3-benzothiazol-6-yl)-2-methyl-N-[(1S)-1-[3-(1-methyl-1H-pyrazol-5-yl)phenyl]ethyl]pyrimidin S1C=NC2=C1C=C(C=C2)C2=CC=NC(N2[C@@H](C)C2=CC(=CC=C2)C2=CC=NN2C)C